tert-butyl (8-fluoro-1-methyl-2,4-dioxo-3-(2-(trifluoromethyl)benzyl)-1,2,3,4-tetrahydroquinazolin-5-yl)carbamate FC=1C=CC(=C2C(N(C(N(C12)C)=O)CC1=C(C=CC=C1)C(F)(F)F)=O)NC(OC(C)(C)C)=O